NC1=C(C=C(C=N1)C1=NN2C(=C1)C1(CN(CC1)C(=O)NC1(CCC1)C1=CC=C(C=C1)F)OCC2)C#N 2-(6-amino-5-cyanopyridin-3-yl)-N-[1-(4-fluorophenyl)cyclobutyl]-6,7-dihydrospiro[pyrazolo[5,1-c][1,4]oxazine-4,3'-pyrrolidine]-1'-carboxamide